8-methoxy-3-(4-(2,2,2-trifluoroethoxy)phenyl)-2-(trifluoromethyl)-4H-pyrido[1,2-a]pyrimidin-4-one COC1=CC=2N(C(C(=C(N2)C(F)(F)F)C2=CC=C(C=C2)OCC(F)(F)F)=O)C=C1